CS(=O)(=O)C1=CC=C(C=C1)B(O)O 4-(methyl)sulfonylbenzene-boronic acid